4-(((4-(dibenzo[b,d]furan-3-yl)phenyl)amino)methyl)-N-hydroxybenzoamide C1=CC(=CC=2OC3=C(C21)C=CC=C3)C3=CC=C(C=C3)NCC3=CC=C(C(=O)NO)C=C3